FC1([C@@H](C1)C(=O)NC1=CC(=C(C=C1)C)C1=NC(=CC=C1)C)F (1S)-2,2-difluoro-N-[4-methyl-3-(6-methylpyridin-2-yl)phenyl]cyclopropane-1-carboxamide